C1(CC1)NC(=O)C1=NNC2=CC(=CC=C12)C=1C=NC(=C(C1)C(N[C@H](C)C1=CC(=CC=C1)C(F)(F)F)=O)OC[2H] N-cyclopropyl-6-[6-(deutero)methoxy-5-{[(1R)-1-[3-(trifluoromethyl)phenyl]ethyl]carbamoyl}pyridin-3-yl]-1H-indazole-3-carboxamide